ClC1=CC=C(C=C1)NC(=N)NC(=N)NC(C)C 1-(4-chlorophenyl)-5-(1-methylethyl)biguanide